BrC=1C=C2C=NC(=NC2=CC1)C 6-bromo-2-methylquinazolin